FC1=C(C=CC=C1)C=1C=2N(N=C(C1)N1[C@@H](COCC1)C)C(=NC2C)C2=CC=NN2 (R)-4-(4-(2-fluorophenyl)-5-methyl-7-(1H-pyrazol-5-yl)imidazo[1,5-b]pyridazin-2-yl)-3-methylmorpholine